2'-chloro-N-(5-(1-cyclopropyl-1H-pyrazole-3-carbonyl)-5,6-dihydro-4H-pyrrolo[3,4-d]thiazol-2-yl)-5'-methoxy-6-methyl-[4,4'-bipyridine]-3-carboxamide ClC1=NC=C(C(=C1)C1=C(C=NC(=C1)C)C(=O)NC=1SC2=C(N1)CN(C2)C(=O)C2=NN(C=C2)C2CC2)OC